C1(=CC=CC=C1)N1N=CC(=C1)C=1C=C2C(=CNC2=CC1)NC(=O)N1CC2=CC=CC=C2CC1 N-(5-(1-phenyl-1H-pyrazol-4-yl)-1H-indol-3-yl)-3,4-dihydroisoquinoline-2(1H)-carboxamide